quinuclidone C1CN2CCC1C(=O)C2